6-(4-chloro-2-(trimethylsilyl)-1H-pyrrolo[2,3-b]pyridin-3-yl)-3,4-dihydro-2H-benzo[b][1,4]oxazine ClC1=C2C(=NC=C1)NC(=C2C2=CC1=C(OCCN1)C=C2)[Si](C)(C)C